CN(\C=N\C1=CC=C2C(=N1)C=CN2)C (E)-N,N-Dimethyl-N'-(1H-pyrrolo[3,2-b]pyridin-5-yl)formimidamide